6-(2-Fluorophenyl)[1,3]dioxolo[4,5-G]quinolin-8(5h)-One FC1=C(C=CC=C1)C=1NC=2C=C3C(=CC2C(C1)=O)OCO3